N(=[N+]=[N-])C[C@@H](CCC=C)C1=CC(=C(C=C1)OC)C1CCCC1 (S)-4-(1-azidohex-5-en-2-yl)-2-(cyclopentyl)-1-methoxybenzene